2-{3-methoxy-4-[(1s,3s)-3-(dimethylamino)cyclobutoxy]phenylamino}-4-(3-methyl-1H-1,7-diazainden-5-ylamino)pyrimidine COC=1C=C(C=CC1OC1CC(C1)N(C)C)NC1=NC=CC(=N1)NC=1C=C2C(=CNC2=NC1)C